[P].P(O[Si](OC)(OC)OC)(O[Si](OC)(OC)OC)O[Si](OC)(OC)OC tris(trimethoxysilyl) phosphite Phosphorus